C(C)(C)C=1C(=CC(=NC1)SC)OC=1C(=NC(=NC1)N)N 5-((5-isopropyl-2-(methylsulfanyl)pyridin-4-yl)oxy)pyrimidine-2,4-diamine